NC1=NC=2C=CC=CC2C2=C1N=C(N2CC(CO)(CO)C)CCCCC 2-((4-amino-2-pentyl-1H-imidazo[4,5-c]quinolin-1-yl)methyl)-2-methylpropane-1,3-diol